(R)-4-((4-morpholino-1-(phenylthio)butan-2-yl)amino)-3-nitrobenzenesulfonamide O1CCN(CC1)CC[C@H](CSC1=CC=CC=C1)NC1=C(C=C(C=C1)S(=O)(=O)N)[N+](=O)[O-]